[Co].ClC=1C(=C(C(=NC1C=1OC=C(N1)C(C)C)C=1OC=C(N1)C(C)C)Cl)O dichloro[2,6-bis[4-(S)-isopropyl-2-oxazolyl]-4-hydroxypyridine] cobalt